NCCC1=CC=C(C(=O)S(=O)(=O)F)C=C1 4-(2-Aminoethyl)benzoylsulfonyl fluoride